FC(C=1OC(=NN1)C1=CC=2N(C=C1)C=C(N2)COC2=CC(=CC=C2)F)F 2-(difluoromethyl)-5-(2-((3-fluorophenoxy)methyl)imidazo[1,2-a]pyridin-7-yl)-1,3,4-oxadiazole